N1=CC=C2N1CCN(C2)C=2N=C1N(C(C2C)=O)C=C(C=C1[C@@H](C)NC1=C(C(=O)O)C=CC=C1)C (R)-2-((1-(2-(6,7-dihydropyrazolo[1,5-a]pyrazin-5(4H)-yl)-3,7-dimethyl-4-oxo-4H-pyrido[1,2-a]pyrimidin-9-yl)ethyl)amino)benzoic acid